NC1=NC=NC=2N(C3=CC=CC=C3C21)CC(=O)OCCCC butyl 2-(4-amino-9H-pyrimido[4,5-b]indol-9-yl)acetate